CCCCC/C=C\CCCCCCCC(=O)OC[C@H](COP(=O)(O)OC[C@@H](C(=O)O)N)OC(=O)CCCCCC/C=C\C/C=C\C/C=C\CCCCC 1-(9Z-pentadecenoyl)-2-(8Z,11Z,14Z-eicosatrienoyl)-glycero-3-phosphoserine